6,7-dinonyl-2-naphthalenesulfonic acid C(CCCCCCCC)C=1C=C2C=CC(=CC2=CC1CCCCCCCCC)S(=O)(=O)O